CC(C)(OC(COCCOCCOCCC)=O)C 2,2-dimethyl-4-oxo-3,6,9,12-tetraoxapentadecane